FC=1C(=NC(=NC1C=1OC=CC1)C1=CN(C2=NC=C(C=C21)F)S(=O)(=O)C2=CC=C(C)C=C2)NC2C(C1CCC2CC1)C(=O)OC trans-methyl 3-((5-fluoro-2-(5-fluoro-1-tosyl-1H-pyrrolo[2,3-b]pyridin-3-yl)-6-(furan-2-yl)pyrimidin-4-yl)amino)bicyclo[2.2.2]octane-2-carboxylate